C(C)(C)(C)OC(=O)N1C[C@@H]2COC3=C(C(N2CC1)=O)C(=NC(=C3)Cl)N3C(COCC3)(C)C (R)-3-chloro-1-(3,3-dimethylmorpholino)-12-oxo-6a,7,9,10-tetrahydro-12H-pyrazino[2,1-c]Pyrido[3,4-f][1,4]Oxazepine-8(6H)-carboxylic acid tert-butyl ester